5-[2-(2-hydroxy-3,3-dimethyl-butyl)-2,7-diazaspiro[3.5]non-7-yl]-N-methyl-7-(trifluoromethyl)thieno[3,2-b]pyridine-3-carboxamide OC(CN1CC2(C1)CCN(CC2)C2=CC(=C1C(=N2)C(=CS1)C(=O)NC)C(F)(F)F)C(C)(C)C